tert-Butyl 7-(4-(2-hydroxyethoxy)-1,3-dioxoisoindolin-2-yl)-4,6-dioxo-5-azaspiro[2.5]octane-5-carboxylate OCCOC1=C2C(N(C(C2=CC=C1)=O)C1C(N(C(C2(CC2)C1)=O)C(=O)OC(C)(C)C)=O)=O